2-hydroxy-5-trifluoromethyl-benzaldehyde OC1=C(C=O)C=C(C=C1)C(F)(F)F